tert-butyl 5,6-difluoro-3-[6-[(4-methoxyphenyl)methyl]-7-methyl-5-oxo-7H-pyrrolo[3,4-b]pyridin-2-yl]indole-1-carboxylate FC=1C=C2C(=CN(C2=CC1F)C(=O)OC(C)(C)C)C1=CC=C2C(=N1)C(N(C2=O)CC2=CC=C(C=C2)OC)C